FC(C)(F)C1=C(C=CC=C1)NC=1N=C(N=NC1C(=O)N)NC1=C(C=C2CCN(CC2=C1)C)F ((2-(1,1-difluoroethyl)phenyl)amino)-3-((6-fluoro-2-methyl-1,2,3,4-tetrahydroisoquinolin-7-yl)amino)-1,2,4-triazine-6-carboxamide